3-benzyloxy-1-pentylamine C(C1=CC=CC=C1)OC(CCN)CC